(tert-butyl 2-((6-amino-8-bromo-9-(3-((hydroxy(methoxy)phosphoryl)methyl)benzyl)-9H-purin-2-yl)oxy)ethyl)carbamate C(C)(C)(C)C(CNC([O-])=O)OC1=NC(=C2N=C(N(C2=N1)CC1=CC(=CC=C1)CP(=O)(OC)O)Br)N